4-chloro-3-(5,7-difluoro-4-oxo-6-(1H-pyrazol-4-yl)-1,4-dihydroquinolin-2-yl)benzyl-Amide ClC1=C(C=C(C[NH-])C=C1)C=1NC2=CC(=C(C(=C2C(C1)=O)F)C=1C=NNC1)F